BrC1=NC=CC2=C1CN(C2=O)C=2C=CC=C1C(=CNC21)C2=NC(=NC=C2C)NC2=NN(C(=C2)C)C 4-bromo-2-(3-(2-((1,5-dimethyl-1H-pyrazol-3-yl)amino)-5-methylpyrimidin-4-yl)-1H-indol-7-yl)-2,3-dihydro-1H-pyrrolo[3,4-c]pyridin-1-one